N-[7-methoxy-4-(oxan-4-yl)-1H-1,3-benzodiazol-2-yl]-5-(morpholin-4-yl)pyridine-2-carboxamide COC1=CC=C(C2=C1NC(=N2)NC(=O)C2=NC=C(C=C2)N2CCOCC2)C2CCOCC2